CN1N=C(C=C1)C1=CC2=C(COC3=C2N=C(N=C3NC3=CC=NC=C3)N3CCOCC3)C=N1 9-(1-methyl-1H-pyrazol-3-yl)-2-morpholino-N-(pyridin-4-yl)-6H-pyrido[4',3':4,5]pyrano[3,2-d]pyrimidin-4-amine